2-methoxy-8-methylpyrido[4,3-d]pyrimidin-7(6H)-one COC=1N=CC=2C(N1)=C(C(NC2)=O)C